BrC=1C=C(C=CC1)[N-]C(C(C)(C)C)=O N-(3-bromophenyl)pivaloyl-amide